ClC=1C=NC(=NC1)N1CCC(CC1)CCCOC=1C=CC(=NC1)CC(=O)N1CCN(CC1)C[C@@H]([C@H]([C@@H]([C@@H](CO)O)O)O)O 2-(5-(3-(1-(5-chloropyrimidin-2-yl)piperidin-4-yl)propoxy)pyridin-2-yl)-1-(4-((2S,3R,4R,5R)-2,3,4,5,6-pentahydroxyhexyl)piperazin-1-yl)ethan-1-one